4-[4-[2-[3-[(2,2-difluoro-1,3-benzodioxol-5-yl)-methyl-carbamoyl]phenyl]-5-(trifluoromethyl)pyrazol-3-yl]oxy-1-piperidyl]-4-oxo-butanoic acid FC1(OC2=C(O1)C=CC(=C2)N(C(=O)C=2C=C(C=CC2)N2N=C(C=C2OC2CCN(CC2)C(CCC(=O)O)=O)C(F)(F)F)C)F